1-(2-(5-(3,4-dimethylphenyl)-1H-imidazol-2-yl)piperidin-1-yl)-2-(methylsulfanyl)propan-1-one CC=1C=C(C=CC1C)C1=CN=C(N1)C1N(CCCC1)C(C(C)SC)=O